FC1=C(C=CC=C1)C1=CC=C(C=C1)SC1=C(N=NN1)C(=O)O 5-((2'-fluoro-[1,1'-biphenyl]-4-yl)thio)-1H-1,2,3-triazole-4-carboxylic acid